C(=O)C1=NN(C=C1)C=1C(=C(C#N)C=CC1)C(F)(F)F (3-formyl-1H-pyrazol-1-yl)-2-trifluoromethyl-benzonitrile